Bifuranyl O1C(=CC=C1)C=1OC=CC1